racemic-binaphthol C=1(C(=CC=C2C=CC=CC12)O)C1=CC=CC2=CC=CC=C12